C(CCC)OC=1C=C(C=CC1)[B] (m-butyl-oxyphenyl)boron